CC1(OC2=C(C1)C=C(C(=C2)C=2N(C=CN2)C)NC(=O)C=2C=NN1C2N=CC=C1)C N-[2,2-Dimethyl-6-(1-methylimidazol-2-yl)-3H-benzofuran-5-yl]pyrazolo[1,5-a]pyrimidine-3-carboxamide